ClC1=CC(=C(C=C1)C1=NC(=NC2=C1N=C(N(C2=O)C)C)C2=CN(OC=C2)C=2C=NC(=NC2)C)F 8-(4-chloro-2-fluorophenyl)-2,3-dimethyl-6-[(2R,4S)-2-(2-methylpyrimidin-5-yl)oxazin-4-yl]-3H,4H-pyrimido[5,4-d][1,3]diazin-4-one